D-(+)-glucono-1,5-lactone C([C@@H]1[C@H]([C@@H]([C@H](C(=O)O1)O)O)O)O